ClC1=CC=C(C=C1)CN1C([C@H](CSC2=C1C=C(C=C2)/C(/N)=N/O)NC(OC(C)(C)C)=O)=O tert-butyl N-[(3R)-5-[(4-chlorophenyl)methyl]-7-[(Z)-N'-hydroxycarbamimidoyl]-4-oxo-2,3-dihydro-1,5-benzothiazepin-3-yl]carbamate